2-(2'-((4-chloro-2-fluorobenzofuran-7-yl)methoxy)-2,3,4,5-tetrahydro-[1,1'-biphenyl]-4-yl)ethyl acetate C(C)(=O)OCCC1CCC(=CC1)C1=C(C=CC=C1)OCC1=CC=C(C=2C=C(OC21)F)Cl